N-(2-chlorophenyl)-4-hydroxy-2-oxo-1,2,5,6-tetrahydropyridine-3-carbothioamide ClC1=C(C=CC=C1)NC(=S)C=1C(NCCC1O)=O